2-(4-bromo-2,6-dichloro-phenoxy)-4-iodo-5-methoxy-pyridine BrC1=CC(=C(OC2=NC=C(C(=C2)I)OC)C(=C1)Cl)Cl